(1S,4S)-5-{4-[7-(aminocarbonyl)-2H-indazol-2-yl]benzyl}-2-(3-chlorobenzyl)-5-aza-2-azonia-bicyclo[2.2.1]heptane trifluoroacetate FC(C(=O)[O-])(F)F.NC(=O)C1=CC=CC2=CN(N=C12)C1=CC=C(CN2[C@@H]3C[NH+]([C@H](C2)C3)CC3=CC(=CC=C3)Cl)C=C1